C(#N)CN(C(C1=CC=CC(=C1)F)=O)C(C)C N-(cyanomethyl)-5-fluoro-N-isopropylbenzamide